lauroyl-arginine ethyl ester levulinate C(CCC(=O)C)(=O)O.C(C)OC([C@@H](NC(CCCCCCCCCCC)=O)CCCNC(N)=N)=O